FC=1C=C(C=C(C1)F)C1=NC=CC(=C1F)CC(=O)O [2-(3,5-difluorophenyl)-3-fluoropyridin-4-yl]acetic acid